OC1(C(N(C2=CC=CC=C12)CCC1=CC=CC=C1)=O)CC(C1=CC=C(C=C1)C)=O 3-hydroxy-3-(2-oxo-2-(p-tolyl)ethyl)-1-phenethylindol-2-one